4-((8-isopropyl-2-methylpyrazolo[1,5-a][1,3,5]triazin-4-yl)amino)piperidine-1-carboxylic acid (3-fluoroazetidin-3-yl)methyl ester FC1(CNC1)COC(=O)N1CCC(CC1)NC1=NC(=NC=2N1N=CC2C(C)C)C